NC1=C(C=CC(=C1)NCC1=CC=C(C=C1)O)NC(CCCCCC)=O N-(2-amino-4-((4-hydroxybenzyl)amino)phenyl)heptanamide